1-(4-(2-(4-(methylsulfonyl)piperazine-1-carbonyl)naphthalen-1-yl)phenyl)cyclopropanecarbonitrile CS(=O)(=O)N1CCN(CC1)C(=O)C1=C(C2=CC=CC=C2C=C1)C1=CC=C(C=C1)C1(CC1)C#N